5-bromo-N-methyl-pyrrolo[3,2-b]pyridine-1-carboxamide BrC1=CC=C2C(=N1)C=CN2C(=O)NC